CSC=1C(=NC=CC1)C1=NC=CC=C1 methylthio(2,2'-bipyridine)